C(C)(C)(C)[C@@H]1CC=2C=C3C(=NC2CC1)SC(=N3)C(=O)N[C@H](CCN3CCC(CC3)OC)C3=CC(=CC=C3)C(NC3C[NH+](C3)C)=O |r| rac-(7S)-7-tert-butyl-N-[rac-(1R)-3-(4-methoxy-1-piperidyl)-1-[3-[(1-methylazetidin-1-ium-3-yl)carbamoyl]phenyl]propyl]-5,6,7,8-tetrahydrothiazolo[5,4-b]quinoline-2-carboxamide